(S)-2'-chloro-6'-(6-fluoro-5-methoxy-1H-1,3-benzodiazol-2-yl)-4-{[1-(4-fluorophenyl)butyl]carbamoyl}-[1,1'-biphenyl]-2-carboxylic acid ClC1=C(C(=CC=C1)C1=NC2=C(N1)C=C(C(=C2)OC)F)C=2C(=CC(=CC2)C(N[C@@H](CCC)C2=CC=C(C=C2)F)=O)C(=O)O